(R)-1-(2-methylcyclopentyl)-1,2,3,6-tetrahydropyridin-3-yl pivalate C(C(C)(C)C)(=O)O[C@H]1CN(CC=C1)C1C(CCC1)C